CC1(NC[C@@H](C1)C)C (R)-2,2,4-Trimethylpyrrolidin